2-(4-fluoro-4-(((5-fluoro-6-(3-(5-(trifluoromethyl)pyridin-2-yl)morpholino)-pyrimidin-4-yl)amino)methyl)piperidin-1-yl)acetamide FC1(CCN(CC1)CC(=O)N)CNC1=NC=NC(=C1F)N1C(COCC1)C1=NC=C(C=C1)C(F)(F)F